2,3,3-trichloropropanol ClC(CO)C(Cl)Cl